N-(4-cyanobenzyl)-5-oxo-2,3-dihydro-1H,5H-pyrido[1,2,3-de]quinoxaline-6-carboxamide C(#N)C1=CC=C(CNC(=O)C2=CC=3C=4N(CCNC4C=CC3)C2=O)C=C1